C1(=CC=CC2=CC=CC=C12)C(C)NC(C1=CC=CC=C1)=O N-(1-(naphthalen-1-yl)ethyl)benzamide